5-(5-(((1R,5S,7s)-3-oxa-9-azabicyclo[3.3.1]nonan-7-yl)oxy)-2-methylpyridin-4-yl)-N-(2,6-dimethylpyrimidin-4-yl)pyrazolo[1,5-a]pyridin-2-amine [C@H]12COC[C@H](CC(C1)OC=1C(=CC(=NC1)C)C1=CC=3N(C=C1)N=C(C3)NC3=NC(=NC(=C3)C)C)N2